C(CC)(=N)N Propanamidine